ClCC(=O)N(C)C[C@@H](CO)O (S)-2-Chloro-N-(2,3-dihydroxypropyl)-N-methylacetamide